[Li].C(C)C(CC(CCC=C)C)C(CC(CCCC)CC)C 7,10-diethyl-5,8-dimethyl-tetradecene lithium